vinyl-benzyl-4,4'-bipyridyl chloride salt [Cl-].C(=C)C=1C(=NC=CC1C1=CC=NC=C1)CC1=CC=CC=C1